octadecanoic acid, 2,3-dihydroxypropyl ester C(CCCCCCCCCCCCCCCCC)(=O)OCC(CO)O